BrC1=CC=CC(=N1)C(CC[C@H]1CC(N(C1)C(=O)OC(C)(C)C)(C)C)NC1=NC(=CC=C1)S(NC(=O)C=1C(=NC(=CC1)C(C)(C)C)F)(=O)=O tert-butyl (4S)-4-[3-(6-bromo-2-pyridyl)-3-[[6-[(6-tert-butyl-2-fluoro-pyridine-3-carbonyl)sulfamoyl]-2-pyridyl]amino]propyl]-2,2-dimethyl-pyrrolidine-1-carboxylate